ClC1=C(C(=CC=C1)Cl)COC=1C=NC(=NC1)N1CCN(CC1)CC(=O)N 2-(4-{5-[(2,6-dichlorophenyl)methoxy]pyrimidin-2-yl}piperazin-1-yl)acetamide